NC1=C(SC2=NC(=CN=C21)C)C(=O)NC2CC=1C=CC(=NC1CC2)N2C(CC(C2)N)CC 7-amino-N-[2-(4-amino-2-ethylpyrrolidin-1-yl)-5,6,7,8-tetrahydroquinolin-6-yl]-3-methylthieno[2,3-b]pyrazine-6-carboxamide